2-amino-1,4-diethynylbenzene NC1=C(C=CC(=C1)C#C)C#C